C(C1CO1)OCCC[Si](OCC)(OCC)CC 3-Glycidyloxypropylethyldiethoxysilan